The molecule is the L-enantiomer of O-phosphoserine. It has a role as an EC 1.4.7.1 [glutamate synthase (ferredoxin)] inhibitor, a human metabolite, a Saccharomyces cerevisiae metabolite, an Escherichia coli metabolite, an EC 2.5.1.49 (O-acetylhomoserine aminocarboxypropyltransferase) inhibitor, an EC 4.3.1.10 (serine-sulfate ammonia-lyase) inhibitor and a mouse metabolite. It is a conjugate acid of an O-phosphonato-L-serine(2-). It is an enantiomer of an O-phospho-D-serine. C([C@@H](C(=O)O)N)OP(=O)(O)O